ClC=1C=C(C=CC1)[C@@H](CO)NC(=O)NC=1C=NN(C1)C1=NC(=NC=C1)NC1CC1 (S)-1-(1-(3-chlorophenyl)-2-hydroxyethyl)-3-(1-(2-(cyclopropyl-amino)pyrimidin-4-yl)-1H-pyrazol-4-yl)urea